2-ethyl-N-methyl-4-[[3-[1-(1H-pyrazol-3-ylmethyl)-3-(trifluoromethyl)pyrazol-4-yl]imidazo[1,2-a]pyrazin-8-yl]amino]benzamide C(C)C1=C(C(=O)NC)C=CC(=C1)NC=1C=2N(C=CN1)C(=CN2)C=2C(=NN(C2)CC2=NNC=C2)C(F)(F)F